3-[4-chloro-2-fluoro-5-[5-(imidazole-1-carbonyl)-5-methyl-4H-isoxazol-3-yl]phenyl]-1,5-dimethyl-6-thioxo-1,3,5-triazine-2,4-dione ClC1=CC(=C(C=C1C1=NOC(C1)(C)C(=O)N1C=NC=C1)N1C(N(C(N(C1=O)C)=S)C)=O)F